4,13-dichloro-10-(2,6-difluoro-4-{[2-(methylamino)ethyl]amino}phenyl)-8-propyl-6,8,10-triazatricyclo[9.4.0.02,7]pentadeca-1(11),2(7),3,5,12,14-hexaen-9-one ClC1=CC=2C=3C=CC(=CC3N(C(N(C2N=C1)CCC)=O)C1=C(C=C(C=C1F)NCCNC)F)Cl